FC1(CC(C1)OC=1C2=C(C(=NC1)C(F)(F)F)C1(C(C2=O)F)OCCO1)F 4'-(3,3-difluorocyclobutoxy)-6'-fluoro-1'-(trifluoromethyl)spiro[1,3-dioxolane-2,7'-6H-cyclopenta[c]pyridine]-5'-one